N-[(2S)-3-[(4R)-4-benzyl-2-oxo-oxazolidin-3-yl]-2-(3-methoxyphenyl)-3-oxo-propyl]carbamic acid tert-butyl ester C(C)(C)(C)OC(NC[C@@H](C(=O)N1C(OC[C@H]1CC1=CC=CC=C1)=O)C1=CC(=CC=C1)OC)=O